2-bromo-5-(methoxymethyl)pyridine N-oxide BrC1=[N+](C=C(C=C1)COC)[O-]